5-(3-fluoroimidazo[1,2-a]pyridin-6-yl)-N-(2,2,2-trifluoroethyl)-7H-pyrrolo[2,3-d]pyrimidin-2-amine FC1=CN=C2N1C=C(C=C2)C2=CNC=1N=C(N=CC12)NCC(F)(F)F